C(C1=CC=CC=C1)OC=1C=CC2=C(C(=C(O2)C)C2=NC=CC(=N2)C(C(F)(F)F)O)C1 1-(2-(5-(benzyloxy)-2-methylbenzofuran-3-yl)pyrimidin-4-yl)-2,2,2-trifluoroethan-1-ol